N-[2-(3-{[tert-Butyl(dimethyl)silyl]oxy}propyl)-6-(2-hydroxypropan-2-yl)-2H-indazol-5-yl]-6-(difluoromethyl)pyridin-2-carboxamid [Si](C)(C)(C(C)(C)C)OCCCN1N=C2C=C(C(=CC2=C1)NC(=O)C1=NC(=CC=C1)C(F)F)C(C)(C)O